N-(5-Fluoro-2-(4-Methylpiperazin-1-yl)Phenyl)-4-Hydroxy-1-Isobutyl-2-Oxo-1,2-Dihydroquinoline-3-Carboxamide Hydrochloride Salt Cl.FC=1C=CC(=C(C1)NC(=O)C=1C(N(C2=CC=CC=C2C1O)CC(C)C)=O)N1CCN(CC1)C